4-(benzothiophen-2-yl)-1,2,3-thiadiazole S1C(=CC2=C1C=CC=C2)C=2N=NSC2